FC([C@@H](C)N1N=NC2=C1C=C(C=C2)C=2C=CN1N=C(N=C(C12)OC)NC1CCC(CC1)(O)C)F (1R,4r)-4-((5-(1-((R)-1,1-difluoropropan-2-yl)-1H-benzo[d][1,2,3]triazol-6-yl)-4-methoxypyrrolo[2,1-f][1,2,4]triazin-2-yl)amino)-1-methylcyclohexan-1-ol